CC(C)(CCN1N=C2C=C(C(=CC2=C1)[N+](=O)[O-])C1=CC=C(C=C1)N1CCOCC1)O 2-methyl-4-(6-(4-morpholinophenyl)-5-nitro-2H-indazol-2-yl)butan-2-ol